methyl (1r,3r)-3-[(E)-2-cyano-1-propen-1-yl]-2,2-dimethylcyclopropane-carboxylate C(#N)/C(=C/[C@H]1C([C@@H]1C(=O)OC)(C)C)/C